4-ethoxy-6-((S)-1-(5-(6-fluoro-2-methylpyridin-3-yl)-7-(2-((R)-2-methylazetidin-1-yl)ethyl)-1-oxo-3,4-dihydroisoquinolin-2(1H)-yl)ethyl)nicotinonitrile C(C)OC1=CC(=NC=C1C#N)[C@H](C)N1C(C2=CC(=CC(=C2CC1)C=1C(=NC(=CC1)F)C)CCN1[C@@H](CC1)C)=O